CN1C(=NC2=C1C=CC(=C2)C2=NN(C=C2)C)N 1-methyl-5-(1-methyl-1H-pyrazol-3-yl)-1H-benzo[d]imidazol-2-amine